2-fluoro-6-(4-fluoro-2-methylphenoxy)-N-(4-fluoro-3-(N-hydroxycarbamoyl)phenyl)-3-(trifluoromethoxy)benzamide Methyl-2-(3-nitrophenyl)-2-(oxetan-3-yl)acetate COC(C(C1COC1)C1=CC(=CC=C1)[N+](=O)[O-])=O.FC1=C(C(=O)NC2=CC(=C(C=C2)F)C(NO)=O)C(=CC=C1OC(F)(F)F)OC1=C(C=C(C=C1)F)C